tert-butyl 3-(3-(1,2,3,4-tetrahydro-1,8-naphthyridin-2-yl)propyl)-1H-pyrazole-1-carboxylate N1C(CCC2=CC=CN=C12)CCCC1=NN(C=C1)C(=O)OC(C)(C)C